tetrahydrofuran-2-carbaldehyde O1C(CCC1)C=O